4,4'-[(3,4-dihydroxyphenyl)methylene]bis(2-cyclohexylphenol) OC=1C=C(C=CC1O)C(C1=CC(=C(C=C1)O)C1CCCCC1)C1=CC(=C(C=C1)O)C1CCCCC1